N1(N=CC=C1)C1=CC=C(CN(C=2C3=C(N=CN2)N(C=C3)CC3(C(CN(CC3)CC(=O)N)O)O)CC)C=C1 2-(4-((4-((4-(1H-pyrazol-1-yl)benzyl)(ethyl)amino)-7H-pyrrolo[2,3-d]pyrimidin-7-yl)methyl)-3,4-dihydroxypiperidin-1-yl)acetamide